N-methyl-N,N-di(1,1-dimethyl-2-hydroxyethyl)amine CN(C(CO)(C)C)C(CO)(C)C